1-(2-(4-(3-((dimethylamino)methyl)phenyl)-1H-imidazol-2-yl)piperidin-1-yl)-2-(methylthio)propan-1-one CN(C)CC=1C=C(C=CC1)C=1N=C(NC1)C1N(CCCC1)C(C(C)SC)=O